C(C)(C)(C)OC(=O)N1CC=2N(CCC1)N=CC2CO.OC2=CC=C(C=C2)C=2C=C(C=C1C=CC(OC21)(C)C)/C=C/C(=O)NC2=CC=C(C=C2)OC (E)-3-[8-(4-hydroxyphenyl)-2,2-dimethyl-2H-chromen-6-yl]-N-(4-methoxyphenyl)acrylamide tert-butyl-3-(hydroxymethyl)-7,8-dihydro-4H-pyrazolo[1,5-a][1,4]diazepine-5(6H)-carboxylate